O[C@@H]1C[C@H](N(C1)C([C@H](C(C)C)C1=CC(=NO1)C)=O)C(=O)N[C@@H](C)C1=CC=C(C=C1)C1=C(N=CS1)C (2S,4R)-4-hydroxy-N-[(1S)-1-[4-(4-methyl-1,3-thiazol-5-yl)phenyl]ethyl]-1-[(2R)-3-methyl-2-(3-methyl-1,2-oxazol-5-yl)butanoyl]pyrrolidine-2-carboxamide